C(C1=CC=CC=C1)(C1=CC=CC=C1)N1CC(C1)N1CC2=CC=C(C=C2CC1)N 2-(1-benzhydryl-azetidin-3-yl)-1,2,3,4-tetrahydroisoquinolin-6-amine